OCCOC=1NC2=NC=NC(=C2N1)C=1C(=NC=CC1)NC=1C=C(C=CC1C)NC(C1=NC=CC(=C1)C(F)(F)F)=O N-(3-(3-(8-(2-hydroxyethoxy)-9H-purin-6-yl)pyridin-2-ylamino)-4-methylphenyl)-4-(trifluoromethyl)picolinamide